C(CCCCCCCCCCCCCCCCC)(=O)OCCOCCO diethylene glycol monostearate